N1N=CC(=C1)CNC(=O)NC1=CC=C(C=C1)NC=1SC=C(N1)C1=CC(=CC=C1)OC 1-((1H-Pyrazol-4-yl)methyl)-3-(4-((4-(3-methoxyphenyl)thiazol-2-yl)amino)phenyl)urea